8-isobutyl-7-oxo-2-((1,2,3,4-tetrahydroisoquinolin-6-yl)amino)-7,8-dihydropyrido[2,3-d]pyrimidine-6-carbonitrile C(C(C)C)N1C(C(=CC2=C1N=C(N=C2)NC=2C=C1CCNCC1=CC2)C#N)=O